ClC=1C=C(C=CC1)C(C(=O)N1[C@@H]([C@@H]2[C@H](C1)CCC2)C(=O)N[C@H](C[C@@H]2C(NCC2)=O)C(CF)=O)(F)F (1S,3aR,6aS)-2-(2-(3-chlorophenyl)-2,2-difluoroacetyl)-N-((R)-4-fluoro-3-oxo-1-((R)-2-oxopyrrolidin-3-yl)butan-2-yl)octahydrocyclopenta[c]pyrrole-1-carboxamide